(1R,3S,5s,7s)-5-hydroxy-2-azaadamantane-2-carboxylic acid tert-butyl ester C(C)(C)(C)OC(=O)N1[C@@H]2CC3CC(C[C@@H]1C3)(C2)O